CC1=NN(C=C1C=O)CCC (3-methyl-1-propyl-pyrazol-4-yl)methanone